N-(4-(4-chloro-2-fluorophenoxy)-3-(3-methylbenzo[d]isoxazol-5-yl)phenyl)ethanesulfonamide ClC1=CC(=C(OC2=C(C=C(C=C2)NS(=O)(=O)CC)C=2C=CC3=C(C(=NO3)C)C2)C=C1)F